(racemic)-2-(2-methylpiperazin-1-yl)-4-((2-(methylsulfonyl)phenyl)amino)pyrimidine-5-carboxamide hydrochloride Cl.C[C@H]1N(CCNC1)C1=NC=C(C(=N1)NC1=C(C=CC=C1)S(=O)(=O)C)C(=O)N |r|